O1C(CCC1)C1=C(C=CC=C1)CCS(=O)(=O)Cl 2-(2-(tetrahydrofuran-2-yl)phenyl)ethane-1-sulfonyl chloride